(1S,3S)-3-((2-cyclobutyl-6-(1-methyl-5-(((methyl(propyl)aminocarbonyl)oxy)methyl)-1H-1,2,3-triazole-4-yl)pyridin-3-yl)oxy)cyclohexane-1-carboxylic acid C1(CCC1)C1=NC(=CC=C1O[C@@H]1C[C@H](CCC1)C(=O)O)C=1N=NN(C1COC(=O)N(CCC)C)C